FC1=C(C(=CC=C1)OC)C1=NC=2C=CNC(C2C(=C1)NC1=NC=C(C=C1)N1CCC(CC1)O)=O 2-(2-fluoro-6-methoxy-phenyl)-4-[[5-(4-hydroxy-1-piperidyl)-2-pyridyl]amino]-6H-1,6-naphthyridin-5-one